N4-isopropyl-N2-(2-methoxy-4-((4-morpholinopiperidin-1-yl)sulfonyl)phenyl)-5-(trifluoromethyl)-7H-pyrrolo[2,3-d]pyrimidine-2,4-diamine C(C)(C)NC=1C2=C(N=C(N1)NC1=C(C=C(C=C1)S(=O)(=O)N1CCC(CC1)N1CCOCC1)OC)NC=C2C(F)(F)F